N1N=C(C2=CC=CC=C12)C1=NC2=CC=C(N=C2C=C1)OC 2-(1H-indazol-3-yl)-6-methoxy-1,5-naphthyridine